pentamethylpropane CC(C(C)(C)C)(C)C